C(#N)C(C)(C)N1N=CC(=C1)C1=CC=CC(=N1)C(=O)N 6-(1-(2-cyanopropane-2-yl)-1H-pyrazol-4-yl)-2-picolinamide